CCCCCCCCCCCCCCCCCCCCCC[C@H]([C@@H](CCCCCCCCCCCCCCCCCCCC1CC1CCCCCCCCCCC2CC2CCCCCCCCCCCCCCCCCC)O)C(=O)O The molecule is a C78 mycolic acid having a C54 meromycolic chain with two cis cyclopropyl functions and a saturated C24 alpha-branch. It is produced by Mycobacterium tuberculosis H37Ra. It has a role as a bacterial metabolite. It is a hydroxy fatty acid and a mycolic acid. It is a conjugate acid of a (2R)-2-[(1R)-1-hydroxy-20-{2-[10-(2-octadecylcyclopropyl)decyl]cyclopropyl}icosyl]tetracosanoate.